C(C)(C)(C)OC(=O)N1C(CC(CC1)=NOC)C(=O)O 1-(tert-Butyloxycarbonyl)-4-(methoxyimino)piperidine-2-carboxylic acid